methyl (2S)-2-[[(2S)-2-amino-4,4-dimethyl-pentanoyl]amino]-3-[(3R)-5,5-dimethyl-2-oxo-pyrrolidin-3-yl]propanoate N[C@H](C(=O)N[C@H](C(=O)OC)C[C@H]1C(NC(C1)(C)C)=O)CC(C)(C)C